C(C)(C)(C)OC(=O)N1C[C@H](CC=C1C=1C=CC2=C(N=C(S2)CN(C(C)C)CC)C1)C.BrCC(=O)C1=C(C=CC=C1)Cl 2-bromo-1-(2-chlorophenyl)ethanone (S)-tert-butyl-6-(2-((ethyl(isopropyl)amino)methyl)benzo[d]thiazol-5-yl)-3-methyl-3,4-dihydropyridine-1(2H)-carboxylate